C(C)N(C1=C(C(=NC=N1)NCC1C(CN(CC1)CC(=O)N)O)F)CC1CCC(CC1)C(F)(F)F 2-(4-(((6-(ethyl((4-(trifluoromethyl)cyclohexyl)methyl)amino)-5-fluoropyrimidin-4-yl)amino)methyl)-3-hydroxypiperidin-1-yl)acetamide